C(#C)[C@H]1[C@]2(C)[C@@H](CC1)[C@@H]1CC=C3CCCC[C@]3(C)[C@H]1CC2 17α-ethynylandrost-5-ene